sodium 4-(2-methoxyphenyl)-3-oxo-6-(trifluoromethyl)-3H-pyrido[1,2-c]pyrimidine-1-thiolate COC1=C(C=CC=C1)C1=C2N(C(=NC1=O)[S-])C=CC(=C2)C(F)(F)F.[Na+]